C(C1=CC=CC=C1)N1CC2(CN(C2)C(=O)OC(C)(C)C)[C@H](C1)C(=O)N1C(OC[C@@H]1CC1=CC=CC=C1)=O tert-butyl (R)-6-benzyl-8-((S)-4-benzyl-2-oxooxazolidine-3-carbonyl)-2,6-diazaspiro[3.4]octane-2-carboxylate